diethyl (3-aminopropyl)phosphonate NCCCP(OCC)(OCC)=O